(R)-2-(7-chloro-2,2-difluoro-3-oxo-6-(perfluorophenyl)-2,3-dihydro-4H-benzo[b][1,4]oxazin-4-yl)propanoic acid ClC=1C(=CC2=C(OC(C(N2[C@@H](C(=O)O)C)=O)(F)F)C1)C1=C(C(=C(C(=C1F)F)F)F)F